N1=CC(=C2N1C=CC=N2)C(=O)N pyrazolo[1,5-a]pyrimidin-3-carboxamide